2-(4-methyl-7-((2S)-2-methylpiperidin-4-yl)-5-oxo-4,5-dihydropyrazolo[1,5-a]pyrimidin-2-yl)acetonitrile CN1C=2N(C(=CC1=O)C1C[C@@H](NCC1)C)N=C(C2)CC#N